OP(=O)(CO)CN1CCN(CCN(CC1)CP(=O)(O)CO)CP(=O)(O)CCC(=O)O 3-(((4,7-Bis((hydroxy(hydroxymethyl)phosphoryl)methyl)-1,4,7-triazonan-1-yl)methyl)(hydroxy)phosphoryl)propanoic acid